NCC(CO[C@@H]1CC[C@@H](CC1)C1=CC=CC=C1)N1C(C=CC2=CC=CC=C12)=O 1-(1-amino-3-{[(cis)-4-phenylcyclohexyl]oxy}propan-2-yl)-1,2-dihydro-quinolin-2-one